methyl 2-{[5-(benzylsulfanyl)-1,3-thiazol-2-yl]oxy}acetate C(C1=CC=CC=C1)SC1=CN=C(S1)OCC(=O)OC